6-Chloro-9-ethyl-1-methyl-8-(1H-pyrazol-3-yl)-9H-pyrido[3,4-b]indole ClC=1C=C2C3=C(N(C2=C(C1)C1=NNC=C1)CC)C(=NC=C3)C